6-chloro-N-[5-[2-(difluoromethoxy)ethoxy]-3-fluoro-6-methoxypyridin-2-yl]-7-fluoro-1H-indole-3-sulfonamide ClC1=CC=C2C(=CNC2=C1F)S(=O)(=O)NC1=NC(=C(C=C1F)OCCOC(F)F)OC